COC(=O)C1=NN(C=N1)C1=C(C=C(C=C1)F)F 1-(2,4-difluorophenyl)-1,2,4-triazole-3-carboxylic acid methyl ester